(R)-2-((tert-Butyldimethylsilyl)oxy)-3-(4-vinylphenoxy)propanoic acid tert-butyl ester C(C)(C)(C)OC([C@@H](COC1=CC=C(C=C1)C=C)O[Si](C)(C)C(C)(C)C)=O